C(C)(C)(C)OC(=O)N(C=1C(=CC2=C(SC(=C2)C(C[C@@H](C(=O)OC)C)=O)C1)OC)C methyl (S)-4-(6-((tert-butoxycarbonyl) (methyl) amino)-5-methoxybenzo[b]thiophen-2-yl)-2-methyl-4-oxobutanoate